C(C1=CC=CC=C1)SC1=C(C(=CC=C1)Br)OC 1-benzylsulfanyl-3-bromo-2-methoxybenzene